5-[(2-chlorophenyl)sulfonylamino]-1,3-thiazole-4-carboxylic acid ClC1=C(C=CC=C1)S(=O)(=O)NC1=C(N=CS1)C(=O)O